C(C1=CC(C(=O)OCCCCCCCCCCCC)=CC=C1)(=O)OCCCCCCCCCCCC Di-n-dodecyl isophthalate